CC=1N=C2N(C=CC=C2C(=O)O)C1F methyl-3-fluoroimidazo[1,2-a]pyridine-8-carboxylic acid